6-(2-((4-Amino-3-(4-hydroxyphenyl)-1H-pyrazolo[3,4-d]pyrimidin-1-yl)methyl)-3-(2-chlorobenzyl)-4-oxo-3,4-dihydroquinazolin-5-yl)-N-(2-(4-methylpiperazin-1-yl)ethyl)hex-5-ynamide NC1=C2C(=NC=N1)N(N=C2C2=CC=C(C=C2)O)CC2=NC1=CC=CC(=C1C(N2CC2=C(C=CC=C2)Cl)=O)C#CCCCC(=O)NCCN2CCN(CC2)C